C(CCCCCCC\C=C/CCCCCCCC)(=O)OCC(OC(CCCCCCC\C=C/CCCCCCCC)=O)CO 1,2-dioleoyl-cis-glycerol